ClC=1C=C2C3=C(C(OC2=C2C1C=CC=C2)=O)[C@H]([C@H](O3)C)C (1R,2R)-5-chloro-1,2-dimethyl-1,2-dihydro-11H-benzo[h]furo[3,2-c]chromen-11-one